(-)-7-(4-ethoxy-1-hydroxynaphthalen-2-yl)-6,7-dihydrodibenzo[d,f][1,2]thiazepine 5,5-dioxide C(C)OC1=CC(=C(C2=CC=CC=C12)O)C1NS(C2=C(C3=C1C=CC=C3)C=CC=C2)(=O)=O